C(C)OC(=O)C1=NN(C2=C1CNCC2C)CC2=CC(=C(C=C2)F)C#N 1-(3-cyano-4-fluorobenzyl)-7-methyl-4,5,6,7-tetrahydro-1H-pyrazolo[4,3-c]Pyridine-3-carboxylic acid ethyl ester